tert-butyl (S)-(1-(8-chloro-2-(3-fluorophenyl)-1-oxo-1,2-dihydroisoquinolin-3-yl)ethyl)carbamate ClC=1C=CC=C2C=C(N(C(C12)=O)C1=CC(=CC=C1)F)[C@H](C)NC(OC(C)(C)C)=O